C1(CC1)C1=CC(=NN1)C1(NC(=NC2=CC=CC=C12)NCCC1=CC=CC=C1)N 4-(5-cyclopropyl-1H-pyrazol-3-yl)-N2-phenethylquinazoline-2,4-diamine